methyl-1-(pyrimidin-2-yl)-1,2,4-triazole-3-carboxylate COC(=O)C1=NN(C=N1)C1=NC=CC=N1